C(C)N[SiH](CC1CCCCC1)NCC bis(ethylamino)cyclohexylmethyl-silane